O1COC2=C1C=CC(=C2)C2=C(C=C(C=C2)[N+](=O)[O-])C=2N=NNN2 5-(2-(benzo[d][1,3]dioxolan-5-yl)-5-nitrophenyl)-2H-tetrazole